((1-(3-(difluoromethyl)-2-fluorophenyl)ethyl)amino)-7-methoxyQuinolin FC(C=1C(=C(C=CC1)C(C)NC1=NC2=CC(=CC=C2C=C1)OC)F)F